N[C@H](CO)CO[Si](C)(C)C(C)(C)C (R)-2-amino-3-((tert-butyldimethylsilyl)oxy)-1-propanol